O=S1(N(CCC1)CC(=O)O)=O 2-(1,1-dioxo-1,2-thiazolidin-2-yl)acetic acid